Cl.BrC1=CC=C(C(N)=N)C=C1 4-bromobenzimidamide hydrochloride